Tert-butyl (6-(((3-amino-5-(1-cyclopropyl-1H-1,2,4-triazol-3-yl)-4-methoxybenzyl)oxy)methyl)-4-fluoropyridin-2-yl)carbamate NC=1C=C(COCC2=CC(=CC(=N2)NC(OC(C)(C)C)=O)F)C=C(C1OC)C1=NN(C=N1)C1CC1